N-(2-(4-((1r,4r)-4-hydroxy-4-(pyridin-2-yl)cyclohexyl)hexahydropyrrolo[3,2-b]pyrrol-1(2H)-yl)-2-oxoethyl)-3-(trifluoromethyl)benzamide OC1(CCC(CC1)N1CCC2N(CCC21)C(CNC(C2=CC(=CC=C2)C(F)(F)F)=O)=O)C2=NC=CC=C2